C(=CC)CC(COCCC)C=CC 1,2-dipropenyl-3-propoxypropane